NC1=C(C=C(C(=O)OC)C=C1)NCC1(CCOCC1)C Methyl 4-amino-3-(((4-methyltetrahydro-2H-pyran-4-yl)methyl)amino)benzoate